4-(5-chloro-2-cyclopropoxyphenyl)-N-(6-(4-cyanophenyl)thiazolo[4,5-b]pyrazin-2-yl)-6-methylpyridine-3-carboxamide ClC=1C=CC(=C(C1)C1=C(C=NC(=C1)C)C(=O)NC=1SC=2C(=NC=C(N2)C2=CC=C(C=C2)C#N)N1)OC1CC1